C1(CC1)C1(CC1)C1=NN=C2N1C=C(N(C2=O)CC2CC2)CC=2C=NN(C2)C 3-(1-cyclopropylcyclopropyl)-7-(cyclopropylmethyl)-6-[(1-methylpyrazol-4-yl)methyl]-[1,2,4]triazolo[4,3-a]pyrazin-8-one